NC1=NNC2=CC=C(C=C12)C1=CC(=NC=C1)NC1=NC(=CC=C1)NCC1=CC=CC=C1 N2-(4-(3-amino-1H-indazol-5-yl)pyridine-2-yl)-N6-benzylpyridine-2,6-diamine